BrC1C(C)O1 Epoxybromopropan